FC1=C(C(=O)O)C=CC(=C1F)C=1C=NC=2N(C1)C(=CN2)C2(CC2)C=2C=C1C=CC=NC1=CC2 2,3-difluoro-4-[3-(1-quinolin-6-ylcyclopropyl)imidazo[1,2-a]pyrimidin-6-yl]benzoic Acid